7-(benzylthio)-5-bromo-2-isopropyl-isoindol-1-one C(C1=CC=CC=C1)SC=1C=C(C=C2CN(C(C12)=O)C(C)C)Br